[Cu].[Pd].ClC=1C(=NC(=NC1)NC1CCOCC1)C=1C=C2N(C(N(CC2)[C@@H](C(=O)N[C@H](CO)C=2C=C(C=CC2)C)C)=O)C1 (R)-2-(6-(5-chloro-2-((tetrahydro-2H-pyran-4-yl)amino)pyrimidin-4-yl)-1-oxo-3,4-dihydropyrrolo[1,2-c]pyrimidin-2(1H)-yl)-N-((S)-2-hydroxy-1-(m-tolyl)ethyl)propionamide palladium copper